4-((tert-butyldimethylsilyloxy)but-1-en-1-yl)-3-nitro-2-(prop-1-en-2-yl)pyridine [Si](C)(C)(C(C)(C)C)OCCC=CC1=C(C(=NC=C1)C(=C)C)[N+](=O)[O-]